2,3,4,5-tetrakis(3,6-dimethyl-9H-carbazol-9-yl)-6-(2,6-diphenylpyrimidin-4-yl)benzonitrile CC=1C=CC=2N(C3=CC=C(C=C3C2C1)C)C1=C(C#N)C(=C(C(=C1N1C2=CC=C(C=C2C=2C=C(C=CC12)C)C)N1C2=CC=C(C=C2C=2C=C(C=CC12)C)C)N1C2=CC=C(C=C2C=2C=C(C=CC12)C)C)C1=NC(=NC(=C1)C1=CC=CC=C1)C1=CC=CC=C1